NC=1N=C(C=C2C=C(N=CC12)NC(=O)NC1CN(C1)CCOC)C=1C=NC=CC1C 1-(8-amino-6-(4-methylpyridin-3-yl)-2,7-naphthyridin-3-yl)-3-(1-(2-methoxyethyl)Azetidin-3-yl)urea